(E)-3-(6-bromo-1H-indol-3-yl)-N-(3-bromophenyl)acrylamide BrC1=CC=C2C(=CNC2=C1)/C=C/C(=O)NC1=CC(=CC=C1)Br